C1(=CC=CC2=CC=CC=C12)C(=O)[O-].[Sn+4].C1(=CC=CC2=CC=CC=C12)C(=O)[O-].C1(=CC=CC2=CC=CC=C12)C(=O)[O-].C1(=CC=CC2=CC=CC=C12)C(=O)[O-] tin naphthalate